(6-(3-cyclopropyl-1H-1,2,4-triazol-1-yl)-2-azaspiro[3.3]heptan-2-yl)(3-((2-fluoro-5-(trifluoromethyl)benzyl)oxy)azetidin-1-yl)methanone C1(CC1)C1=NN(C=N1)C1CC2(CN(C2)C(=O)N2CC(C2)OCC2=C(C=CC(=C2)C(F)(F)F)F)C1